2-(2-fluoro-4-prop-2-yloxyphenyl)-N-[(3S)-2-oxo-5-phenyl-1,3-dihydro-1,4-benzodiazepine-3-Yl]pyrazolo[1,5-a]pyrimidine-3-carboxamide FC1=C(C=CC(=C1)OC(C)C)C1=NN2C(N=CC=C2)=C1C(=O)N[C@@H]1C(NC2=C(C(=N1)C1=CC=CC=C1)C=CC=C2)=O